2-((2s,4s)-2-(aminomethyl)-2-phenyl-5-(trifluoromethyl)-2,3-dihydrobenzofuran-4-yl)-4-methoxybenzamide NC[C@@]1(OC2=C(C1)C(=C(C=C2)C(F)(F)F)C2=C(C(=O)N)C=CC(=C2)OC)C2=CC=CC=C2